tert-butyl (2R,3R)-3-fluoro-2-[(1RS)-1-hydroxyethyl]pyrrolidine-1-carboxylate F[C@H]1[C@H](N(CC1)C(=O)OC(C)(C)C)[C@@H](C)O |&1:13|